(4S)-N-((R)-(4-chloro-3-fluorophenyl)(3-oxetanyl)methyl)-4-fluoro-1-(3-(methylsulfonyl)benzoyl)-D-prolinamide ClC1=C(C=C(C=C1)[C@H](NC([C@@H]1N(C[C@H](C1)F)C(C1=CC(=CC=C1)S(=O)(=O)C)=O)=O)C1COC1)F